5-(1,3-dioxolan-2-yl)-1-methylpyridin-2(1H)-one O1C(OCC1)C=1C=CC(N(C1)C)=O